4-hydroxy-2,5-dimethyl-3[2H]-furanone OC=1C(C(OC1C)C)=O